N[C@H](C(=O)NCCCCCC(=O)OCC1=CC=CC=C1)CCCCNC(=O)OCC1=CC=CC=C1 Benzyl (S)-6-(2-amino-6-{[(benzyloxy)carbonyl]amino}hexanamido)hexanoate